BrC1=C(C=CC=C1)C(C#N)(C)C 2-(2-bromophenyl)-2-methylpropanenitrile